6-(4-methoxy-6-methylpyrimidin-5-yl)-1-(4-(5-methyl-3-(trifluoromethyl)-1H-pyrazol-1-yl)benzyl)-1H-pyrazolo[3,4-d]pyrimidine COC1=NC=NC(=C1C1=NC=C2C(=N1)N(N=C2)CC2=CC=C(C=C2)N2N=C(C=C2C)C(F)(F)F)C